2-[2-(methoxymethyl)-4-(trifluoromethoxy)phenyl]-4,4,5,5-tetramethyl-1,3,2-dioxaborolane COCC1=C(C=CC(=C1)OC(F)(F)F)B1OC(C(O1)(C)C)(C)C